O=C1NC(CCC1N1C(C2=CC(=C(C=C2C1=O)N1C(C(N(C(C1([2H])[2H])([2H])[2H])CC1CCN(CC1)CCOC1=CC=C(C=C1)C(=C(CC)C1=CC=CC=C1)C1=CC=CC=C1)([2H])[2H])([2H])[2H])F)=O)=O 2-(2,6-dioxopiperidin-3-yl)-5-(4-((1-(2-(4-(1,2-diphenylbut-1-en-1-yl)phenoxy)ethyl)piperidin-4-yl)methyl)piperazin-1-yl-2,2,3,3,5,5,6,6-d8)-6-fluoroisoindoline-1,3-dione